CC(C)(C)OC(=O)N1CC2=CNC(C=C2CC1)=O 3,4,6,7-tetrahydro-6-oxo-2,7-naphthyridine-2(1H)-carboxylic acid 1,1-dimethylethyl ester